FC(C(=O)O)(F)F.ClC1=CC=C(C=C1)C1=C(N=CC2=CC3=C(C=C12)C=NN3C3OCCCC3)C3CCOCC3 5-(4-chlorophenyl)-1-tetrahydropyran-2-yl-6-tetrahydropyran-4-yl-pyrazolo[4,3-g]Isoquinoline (trifluoroacetate)